O1C=CC(C2=CC=CC=C12)=O 4H-CHROMEN-4-ONE